CN(C=1N=C(C2=C(N1)CCC2)NC2=NNC1=CC(=CC=C21)[C@@H]2C[C@@]21C(NC2=CC=C(C=C12)OC)=O)C (1R,2S)-2-(3-{[2-(dimethylamino)-6,7-dihydro-5H-cyclopenta[d]pyrimidin-4-yl]amino}-1H-indazol-6-yl)-5'-methoxyspiro[cyclopropane-1,3'-indol]-2'(1H)-one